FC(C(=O)O)(F)F.C1(CCC1)CNC(=O)C=1C=C(C=NC1)C1=CC(=NC=C1)C=1NC(=C(N1)C)C N-(Cyclobutylmethyl)-2'-(4,5-dimethyl-1H-imidazol-2-yl)-3,4'-bipyridine-5-carboxamide trifluoroacetate